[Ni].C(CCC)C1=C(C=CC=C1)C.C(CCC)C1=C(C=CC=C1)C bis(butyl-methylbenzene) nickel